C1(CC1)NC(=O)N1C2=C(OCC1)N=CC(=C2)NC2=NC=C1C(=N2)C(OC=2C=C(C=CC21)N2N=NC=C2C)(C)C N-cyclopropyl-7-{[5,5-dimethyl-8-(5-methyl-1H-1,2,3-triazol-1-yl)-5H-chromeno[3,4-d]pyrimidin-3-yl]amino}-1H,2H,3H-pyrido[2,3-b][1,4]oxazine-1-carboxamide